oxydihydromorphone O(OC=1C=CC=2C[C@@H]3[C@@H]4CCC([C@H]5[C@@]4(C2C1O5)CCN3C)=O)OC=3C=CC=5C[C@@H]1[C@@H]2CCC([C@H]4[C@@]2(C5C3O4)CCN1C)=O